4-chloro-N-(4-fluoro-2-methoxy-5-nitrophenyl)-1,3,5-triazine-2-amine ClC1=NC(=NC=N1)NC1=C(C=C(C(=C1)[N+](=O)[O-])F)OC